C1OCC12CCC(CC2)NC2=NN1C(C(=N2)OC)=C(C=C1)C=1C=CC2=C(N(C(=N2)C)CCO)C1 2-(6-(2-((2-oxaspiro[3.5]nonan-7-yl)amino)-4-methoxypyrrolo[2,1-f][1,2,4]triazin-5-yl)-2-methyl-1H-benzo[d]imidazol-1-yl)ethan-1-ol